3-(2-(diisopropylamino)ethyl)-1H-indol-4-yl dihydrogen phosphate P(=O)(OC1=C2C(=CNC2=CC=C1)CCN(C(C)C)C(C)C)(O)O